C(CC)OCCCCCCCNNC(=O)C1=CC=C(CC2=C(C(=O)N)C=CC=C2)C=C1 (4-(2-(7-propoxyheptyl)hydrazine-1-carbonyl)benzyl)benzamide